ClC1=CC=C(C=C1)C1=NC(=CC2=C1N=C(N(C2=O)C)C(F)(F)F)[C@@H]2C[C@@H](OCC2)C=2C=NN(C2)C 8-(4-chlorophenyl)-3-methyl-6-[(2R,4S)-2-(1-methylpyrazol-4-yl)tetrahydropyran-4-yl]-2-(trifluoromethyl)pyrido[3,4-d]pyrimidin-4-one